C(CCC)[Si]1(O[Si](O[Si](O[Si](O1)(CC=C)CCCC)(CC=C)CCCC)(CC=C)CCCC)CC=C tetrabutyl-tetraallylcyclotetrasiloxane